tert-butyl 6-(6-(ethoxycarbonyl)benzo[d]thiazol-2-yl)-7-oxa-3-azabicyclo[4.1.0]heptane-3-carboxylate C(C)OC(=O)C1=CC2=C(N=C(S2)C23CCN(CC3O2)C(=O)OC(C)(C)C)C=C1